4-amino-2-chloropyrimidine-5-carbonitrile NC1=NC(=NC=C1C#N)Cl